ONC(C1=CC=C(C=C1)CN1N=C(C=C1C=1C=C2C(N(C=NC2=CC1)C)=O)C1=CC=C(C=C1)F)=O N-hydroxy-4-{[5-(3-methyl-4-oxo-3,4-dihydroquinazolin-6-yl)-3-(4-fluorophenyl)-1H-pyrazol-1-yl]methyl}benzamide